FC1=CC2=C(N(C3=C(NC2=O)C=CC=C3)C(=O)N3CCN(CC3)C)C=C1 2-fluoro-5-(4-methylpiperazine-1-carbonyl)-5,10-dihydro-11H-dibenzo[b,e][1,4]diazepin-11-one